hafnium porphyrin C12=CC=C(N1)C=C1C=CC(=N1)C=C1C=CC(N1)=CC=1C=CC(N1)=C2.[Hf]